N1C=CC=2C1=NC=C(C2)OC2=C(C(=O)NS(=O)(=O)C1=CC(=C(C=C1)C#N)[N+](=O)[O-])C=CC(=C2)N2CCN(CC2)CC2=C(CC1(CCC1)CC2)C2=CC=C(C=C2)Cl 2-((1H-pyrrolo[2,3-b]pyridin-5-yl)oxy)-4-(4-((6-(4-chlorophenyl)spiro[3.5]non-6-en-7-yl)methyl)piperazin-1-yl)-N-((4-cyano-3-nitrophenyl)sulfonyl)benzamide